methyl (3,5-dichloro-4-(2-fluoro-4-hydroxy-3-isopropylbenzyl)benzyl)glycinate ClC=1C=C(CNCC(=O)OC)C=C(C1CC1=C(C(=C(C=C1)O)C(C)C)F)Cl